3-[5,7-difluoro-2-(4-fluoro-3-methyl-phenyl)-1H-indol-3-yl]cyclobutanamine FC=1C=C2C(=C(NC2=C(C1)F)C1=CC(=C(C=C1)F)C)C1CC(C1)N